COCOC1=C(C=C(C=C1)OC)C(=CC(=O)OC)C1=CC=CC=C1 methyl 3-(2-methoxymethoxy-5-methoxy-phenyl)-3-(phenyl)-acrylate